COC(C=1C(C(=O)OC)=CC(=CC1)[C@@H]1[C@H](CN(CC1)C(=O)OC(C)(C)C)O)=O.N1(CCC1)CC1=C(CNC2=CC(=C(C(=C2)F)S(=O)(=O)NC2=NC=C(C=C2)F)F)C(=CC=C1)F 4-((2-(azetidin-1-ylmethyl)-6-fluorobenzyl)amino)-2,6-difluoro-N-(5-fluoropyridin-2-yl)benzenesulfonamide dimethyl-4-((3R,4R)-1-(tert-butoxycarbonyl)-3-hydroxypiperidin-4-yl)phthalate